(R)-methyl 2-(((benzyloxy)carbonyl)amino)-3-(3-(1-ethyl-1H-1,2,3-triazol-5-yl)-5-fluorobenzamido)propanoate C(C1=CC=CC=C1)OC(=O)N[C@@H](C(=O)OC)CNC(C1=CC(=CC(=C1)F)C1=CN=NN1CC)=O